C1(=CC=C(C=C1)CNC1=C2N=CN(C2=NC(=N1)Cl)C=1C=NN(C1)C)C1=CC=CC=C1 N-([1,1'-biphenyl]-4-ylmethyl)-2-chloro-9-(1-methyl-1H-pyrazol-4-yl)-9H-purin-6-amine